4-((3-(2-chlorophenyl)-2,4-dioxo-3,4-dihydroquinazolin-1(2H)-yl)methyl)-N-hydroxybenzamide ClC1=C(C=CC=C1)N1C(N(C2=CC=CC=C2C1=O)CC1=CC=C(C(=O)NO)C=C1)=O